N(=[N+]=[N-])C=1C(=COC1)OCC1(COC1)COC1=COC=C1N=[N+]=[N-] 3,3-Di(4-azidofuran-3-oxymethyl)oxetane